N[C@H]1CN(CCC1)C(=O)C1=CC2=C(N(C(=N2)C=2N(C3=CC=CC(=C3C2)F)CC)C)C=C1 (R)-(3-Aminopiperidin-1-yl)(2-(1-ethyl-4-fluoro-1H-indol-2-yl)-1-methyl-1H-benzo[d]imidazol-5-yl)methanone